3-[5-(4-methylphenyl)-2,3-dimethyl-isoxazolin-3-yl]-pyridine CC1=CC=C(C=C1)C1CC(N(O1)C)(C)C=1C=NC=CC1